CC1C2CCN(CC12)C(=O)OC(C)(C)C Tert-butyl trans-7-methyl-3-azabicyclo[4.1.0]heptane-3-carboxylate